[(3aS,4S,6S,6aS)-2,2,3a-trimethyl-6-(4-methylpyrrolo[2,3-d]pyrimidin-7-yl)-6,6a-dihydro-4H-furo[3,4-d][1,3]dioxol-4-yl]methyl 4-methylbenzenesulfonate CC1=CC=C(C=C1)S(=O)(=O)OC[C@@H]1O[C@@H]([C@H]2OC(O[C@]21C)(C)C)N2C=CC1=C2N=CN=C1C